C(C)OC(=O)C1=CN(C2=C(C(=C(C=C2C1=O)F)C=1C=NC(=C(C1)C#N)N)C)C1CC1 7-(6-amino-5-cyanopyridin-3-yl)-1-cyclopropyl-6-fluoro-8-methyl-4-oxo-1,4-dihydroquinoline-3-carboxylic acid ethyl ester